nitrogen acetyl-mannosamine C(C)(=O)C1(O)[C@@H](N)[C@@H](O)[C@H](O)[C@H](O1)CO.[N]